C(C)(=O)N1CCN(CC1)C=1C=CC(=NC1)[N-]C=1SC=C(N1)C1=C(C=CC=C1)COC 5-(4-acetylpiperazin-1-yl)-N-(4-(2-(methoxymethyl)phenyl)thiazol-2-yl)pyridylamide